C1OC2=CC=C(C=C2O1)[Si](OCC)(OCC)OCC 4-methylenedioxyphenyl-triethoxysilane